BrC1=C(C2=NC(=C(C=C2N1C(=O)OC(C)(C)C)F)C1CCN(CC1)C(=O)OC(C)(C)C)C(C)C tert-butyl 2-bromo-5-(1-(tert-butoxycarbonyl) piperidin-4-yl)-6-fluoro-3-isopropyl-1H-pyrrolo[3,2-b]pyridine-1-carboxylate